4-[4-(Diethylamino)-2-fluorophenyl]-5-[4-[(3S)-1-(3-fluoropropyl)pyrrolidin-3-yl]oxyphenyl]-2,3-dihydro-1-benzothiepin-8-ol C(C)N(C1=CC(=C(C=C1)C=1CCSC2=C(C1C1=CC=C(C=C1)O[C@@H]1CN(CC1)CCCF)C=CC(=C2)O)F)CC